COC1=C(NCC#CC=2C=C(C3=C(N(C=N3)CC(F)(F)F)C2)C(=O)NC2C(CN(CCC2)C(=O)OC(C)(C)C)C)C=CC(=C1)S(=O)(=O)C tert-butyl 4-[[6-[3-(2-methoxy-4-methylsulfonyl-anilino)prop-1-ynyl]-1-(2,2,2-trifluoroethyl)benzimidazole-4-carbonyl]amino]-3-methyl-azepane-1-carboxylate